ClC1=CC=C2C(=NN(C2=C1)C=1C=NC=CC1)C(C)N1N=C(C=2C1=NC=NC2N)C=2C=NC(=CC2)OC (1-(6-chloro-1-(pyridin-3-yl)-1H-indazol-3-yl)ethyl)-3-(6-methoxypyridin-3-yl)-1H-pyrazolo[3,4-d]pyrimidin-4-amine